COC=1C=CC2=C(C=C(O2)OCC(=O)N(CC=2SC=CC2)C2=NNC=C2)C1 2-((5-methoxy-benzofuran-2-yl)oxy)-N-(1H-pyrazol-3-yl)-N-(thiophen-2-ylmethyl)-acetamide